N1NCCC=C2C1=NC=N2 Tetrahydroimidazodiazepine